6-(6-ethoxypyridin-3-yl)-N-(2-fluorophenethyl)pyrazine-2-carboxamide C(C)OC1=CC=C(C=N1)C1=CN=CC(=N1)C(=O)NCCC1=C(C=CC=C1)F